C(#N)C=1C=C(C(=O)N[C@@H](C)C2=NC=CN=C2C2=NC=C(C=C2)N=S(=O)(C)CC)C=C(C1)C(F)(F)F 3-cyano-N-((1S)-1-(3-(5-((ethyl(methyl)(oxo)-λ6-sulfaneylidene)amino)pyridin-2-yl)pyrazin-2-yl)ethyl)-5-(trifluoromethyl)benzamide